FC(C(C1=CC=CC=C1)N1C[C@@H](CCC1)NC(OC(C)(C)C)=O)(F)F tert-butyl ((3R)-1-(2,2,2-trifluoro-1-phenylethyl)piperidin-3-yl)carbamate